5-chloro-3-iodo-1H-pyrazole ClC1=CC(=NN1)I